xylylene isocyanate C=1(C(=CC=CC1)CN=C=O)CN=C=O